[Cl-].[Cl-].C1(C=CC=C1)[Zr+2]C1C=CC=C1 bis(cyclopentadienyl)zirconium (IV) dichloride